(E)-4-((tetrahydrofuran-3-yl)amino)but-2-enoic acid O1CC(CC1)NC/C=C/C(=O)O